C(C(C)C)NC=1C=C(N(C)CC2=CN=CN2C(=O)OC(C)(C)C)C=CC1 tert-butyl 5-[[3-(isobutylamino)-N-methyl-anilino]methyl]imidazole-1-carboxylate